N1-(2-Dimethylamino-ethyl)-5-methoxy-N1-methyl-N4-[4-(5-nitro-indol-1-yl)-pyrimidin-2-yl]-benzene-1,2,4-triamine CN(CCN(C=1C(=CC(=C(C1)OC)NC1=NC=CC(=N1)N1C=CC2=CC(=CC=C12)[N+](=O)[O-])N)C)C